OCCC=1C=C(C=CC1)OC(N(CC)C)=O N-ethyl-methyl-carbamic acid-3-[(1S)-hydroxyethyl]-phenyl ester